C(C)N(S(=O)(=O)C1=CC=C(C=C1)S(=O)(=O)N1C[C@@H](CCC1)C(=O)OCC)CC Ethyl (R)-1-((4-(N,N-diethylsulfamoyl)phenyl)sulfonyl)piperidine-3-carboxylate